COCC=1C=C(C=CC1)N1C(N(C(NC1=O)=O)C1=CC(=C(C=C1)OC1=CC=CC=C1)C)=O 1-[3-(methoxymethyl)phenyl]-3-(3-methyl-4-phenoxyphenyl)-1,3,5-triazinane-2,4,6-trione